4-(2-(6-(3,4-dichlorophenyl)-1,1-dioxido-1,2,6-thiadiazinan-2-yl)-acetamido)adamantan-1-carboxamide ClC=1C=C(C=CC1Cl)N1CCCN(S1(=O)=O)CC(=O)NC1C2CC3(CC(CC1C3)C2)C(=O)N